2-ethylhexyl 2-(1-(ethyl(ethoxycarbonyl)amino)ethyl)benzoate C(C)N(C(C)C1=C(C(=O)OCC(CCCC)CC)C=CC=C1)C(=O)OCC